3-(4-tert-butylphenyl)-2-(2,2,2-trifluoroethyl)benzofuran C(C)(C)(C)C1=CC=C(C=C1)C1=C(OC2=C1C=CC=C2)CC(F)(F)F